FC1=C(COC2=CC=C(C=C2)C=2N=C(N3C2C(=NC=C3)C)[C@H]3N(CCCC3)C(C#CC)=O)C=CC=C1F (S)-1-(2-(1-(4-((2,3-difluorobenzyl)oxy)phenyl)-8-methylimidazo[1,5-a]pyrazin-3-yl)piperidin-1-yl)but-2-yn-1-one